C(C)(C)(C)OC(=O)N1N=C(C=C1)O[C@H]1[C@@H](C1)C(F)(F)F.NC=1N=C(SC1C(C1=CC=C(C=C1)F)=O)N(C1=CC=C(C=C1)OC(F)(F)F)[C@@H](C(=O)N)C (R)-2-[N-[4-amino-5-(4-fluorobenzoyl)thiazol-2-yl]-4-(trifluoromethoxy)anilino]propionamide tert-butyl-3-((trans)-2-(trifluoromethyl)cyclopropyloxy)-1H-pyrazole-1-carboxylate